O1C=CC2=C1C=C(C=C2)N2N=C(CC2=O)C 1-(benzofuran-6-yl)-3-methyl-1H-pyrazol-5(4H)-one